4-(4-((4-bromo-2-(2,6-dioxopiperidin-3-yl)-1-oxoisoindolin-5-yl)methyl)piperazin-1-yl)-N-(5-(3,5-difluorobenzyl)-1H-indazol-3-yl)-2-((tetrahydro-2H-pyran-4-yl)amino)benzamide BrC1=C2CN(C(C2=CC=C1CN1CCN(CC1)C1=CC(=C(C(=O)NC2=NNC3=CC=C(C=C23)CC2=CC(=CC(=C2)F)F)C=C1)NC1CCOCC1)=O)C1C(NC(CC1)=O)=O